NC1=C(C=C(C=N1)NC(C(=O)N1[C@H](CC[C@@H](C1)C)C=1C=CC2=C(N=C(S2)[C@@H]2CC(N(CC2)C)(C)C)C1)=O)CC |o1:26| N-(6-amino-5-ethylpyridin-3-yl)-2-((2R,5S)-5-methyl-2-(2-(rel-(S)-1,2,2-trimethylpiperidin-4-yl)benzo[d]thiazol-5-yl)piperidin-1-yl)-2-oxoacetamide